N-(5-cyano-4-((1-(methylthio)propan-2-yl)amino)pyridin-2-yl)-7-formyl-6-((4-methyl-2-oxopiperazin-1-yl)methyl)-3,4-dihydro-1,8-naphthyridine-1(2H)-carboxamide C(#N)C=1C(=CC(=NC1)NC(=O)N1CCCC2=CC(=C(N=C12)C=O)CN1C(CN(CC1)C)=O)NC(CSC)C